C[C@@H](CS(=O)(=O)N)C=C (2R)-2-METHYL-3-BUTENE-1-SULFONAMIDE